Tert-butyl 4-(4-bromophenyl)piperidine-1-carboxylate BrC1=CC=C(C=C1)C1CCN(CC1)C(=O)OC(C)(C)C